C1CCCC2CCC3C4CCCC4CCC3C12 perhydro-cyclopenta[a]phenanthrene